tert-butyl (S)-3-methyl-4-((5-methyl-1,3,4-thiadiazol-2-yl)methyl)piperazine-1-carboxylate C[C@H]1CN(CCN1CC=1SC(=NN1)C)C(=O)OC(C)(C)C